4-bromo-5-fluoro-N-(2-methoxy-4-methylpyridin-3-yl)-2-{[(2S)-1,1,1-trifluoroprop-2-yl]oxy}benzamide methyl-N-(N-((benzyloxy)carbonyl)sulfamoyl)-N-(tert-butoxycarbonyl)-L-leucinate COC([C@@H](N(C(=O)OC(C)(C)C)S(NC(=O)OCC1=CC=CC=C1)(=O)=O)CC(C)C)=O.BrC1=CC(=C(C(=O)NC=2C(=NC=CC2C)OC)C=C1F)O[C@H](C(F)(F)F)C